C1(CCCCCC1)NC(COC1=CC2=CC(=CC=C2C=C1)C(CC(N1C(SCC1)=O)=O)C1=CC2=C(OCO2)C=C1C)=O N-cycloheptyl-2-((7-(1-(6-methylbenzo[d][1,3]dioxol-5-yl)-3-oxo-3-(2-oxothiazolidin-3-yl)propyl)naphthalen-2-yl)oxy)acetamide